IC=1C=C(C=CC1)NC(O)=O (3-iodophenyl)carbamic acid